C(C)(C)(C)C1N(CCN(C1)[C@@H]1CC[C@@H](CC1)O)C(=O)O.C1(C(CCCCC1)O)(O)O cycloheptanetriol tert-butyl-4-((cis)-4-hydroxycyclohexyl)piperazine-1-carboxylate